C1(=CC=C(C=C1)S(=O)(=O)O[C@H]1[C@H]2O[C@@H]([C@H]([C@@H]1O)O)CO2)C 1,6-anhydro-2-O-p-tolylsulfonyl-β-D-glucopyranose